5,5-Dimethyl-11-oxo-3-[4-(1-propyl-cyclobutyl)-piperazine-1-yl]-6,11-dihydro-5H-pyrido[4,3-b]carbazole-8-carboxylic acid amide CC1(C2=C(C(C=3C=4C=CC(=CC4NC13)C(=O)N)=O)C=NC(=C2)N2CCN(CC2)C2(CCC2)CCC)C